6'-(((1S,3S)-3-((7-(3-hydroxyazetidin-1-yl)-[1,2,4]triazolo[1,5-a]pyridin-2-yl)amino)cyclopentyl)amino)-2H-[1,3'-bipyridyl]-2-one OC1CN(C1)C1=CC=2N(C=C1)N=C(N2)N[C@@H]2C[C@H](CC2)NC2=CC=C(C=N2)N2C(C=CC=C2)=O